tert-butyl (R)-(2-(((5-cyclopropyl-3-fluoropyridin-2-yl)methyl)(1-methoxypropan-2-yl)carbamoyl)-6,8-dihydro-1H-furo[3,4-d]pyrrolo[3,2-b]pyridin-5-yl)carbamate C1(CC1)C=1C=C(C(=NC1)CN(C(=O)C1=CC2=NC(=C3C(=C2N1)COC3)NC(OC(C)(C)C)=O)[C@@H](COC)C)F